C(C=C)OC(=O)N[C@@H](C(C)C)C(=O)O ((allyloxy)carbonyl)-L-valine